S(=O)(=O)(C1=CC=C(C)C=C1)N1C=C(C2=C1N=CN=C2)C=2SC=C(N2)C=2C=C(C=CC2)[C@]2(CCN1C2=NC=C1)O (S)-7-(3-(2-(7-tosyl-7H-pyrrolo[2,3-d]pyrimidin-5-yl)thiazol-4-yl)phenyl)-6,7-dihydro-5H-pyrrolo[1,2-a]imidazol-7-ol